CN(C(CNC1CCC(CC1)C1=NNC2=CC(=C(C=C12)C)C=1C=C(C=2N(C1)N=CN2)C)=O)C N,N-dimethyl-2-((4-(5-methyl-6-(8-methyl-[1,2,4]triazolo[1,5-a]pyridin-6-yl)-1H-indazol-3-yl)cyclohexyl)amino)acetamide